C(C)[N+](CC)=C1C=CC=C2OC3=CC=CC=C3C=C12 diethylazaniumylidenexanthen